C1(=CC=CC=C1)C1P(CCC1)C1=CC=CC=C1 Diphenylphospholane